6-(2,6-difluorobenzyl)-3-((1S,2S)-2-(difluoromethyl)cyclopropyl)-3,6-dihydro-4H-pyrazolo[4,3-d][1,2,3]triazin-4-one FC1=C(CN2N=C3C(N=NN(C3=O)[C@@H]3[C@H](C3)C(F)F)=C2)C(=CC=C1)F